N-Boc-L-histidine-(2-hexyl)-decyl ester CC(CCCC)CCCCCCCCCCOC([C@@H](NC(=O)OC(C)(C)C)CC1=CNC=N1)=O